O=C1NC(CCC1N1C(C2=CC=CC(=C2C1=O)NCC1=CC=C(C=C1)CN1CCC(CC1)C1CCOCC1)=O)=O 2-(2,6-dioxopiperidin-3-yl)-4-(4-((4-(tetrahydro-2H-pyran-4-yl)piperidin-1-yl)methyl)benzylamino)isoindoline-1,3-dione